C1(CC1)CN1C=NC=2N(C(N(C(C12)=O)CC1CCC(CC1)=O)=O)C 7-(cyclopropylmethyl)-3-methyl-1-((4-oxocyclohexyl)methyl)-1H-purine-2,6(3H,7H)-dione